S(=O)(=O)([O-])[O-].C(=C)C1=CC=C(C[N+]2=CNC=C2)C=C1.C(=C)C1=CC=C(C[N+]2=CNC=C2)C=C1 (4-vinylbenzyl)-3H-imidazol-1-ium sulfate